D-3-(2-naphthyl)-alanine C1=C(C=CC2=CC=CC=C12)C[C@@H](N)C(=O)O